CS(=NC(=O)NC1=CC(=NC2=CC=CC=C12)COC1=CC=C(C=C1)C1=NN(C=C1C1=CC=NC=C1)C)(=O)C 1-[Dimethyl(oxo)-λ6-sulfanylidene]-3-[2-[[4-[1-methyl-4-(4-pyridyl)pyrazol-3-yl]phenoxy]methyl]-4-quinolyl]urea